3-(benzyloxy)-5-bromo-2-chloropyrazine C(C1=CC=CC=C1)OC=1C(=NC=C(N1)Br)Cl